tert-butyl 3-(hydroxymethyl)-3-methylazetidin-1-carbamate OCC1(CN(C1)NC(=O)OC(C)(C)C)C